C(C)(C)(C)OC(NC1CCC(CC1)CNC1=C2CN(C(C2=CC=C1)=O)C1C(NC(CC1)=O)=O)=O tert-butyl((1r,4r)-4-(((2-(2,6-dioxopiperidin-3-yl)-1-oxoisoindolin-4-yl)amino)methyl)cyclohexyl)carbamate